FC(COC1=CC(=C(C=C1)C1C(N(C1)C1=CC2=C(NC=N2)C=C1)=O)F)(C)F (4-(2,2-difluoropropoxy)-2-fluorophenyl)-1-(1H-benzo[d]imidazol-5-yl)azetidin-2-one